BrC=1C=NC=C(C1SC1=NN=C(S1)C(=O)NC=1C=CC2=C(S(C=C2)(=O)=O)C1)Cl 5-[(3-bromo-5-chloropyridin-4-yl)sulfanyl]-N-(1,1-dioxidobenzo[b]thiophen-6-yl)-1,3,4-thiadiazole-2-carboxamide